tert-Butyl (S)-3-(6-methoxy-2-oxo-1,2-dihydro-3H-imidazo[4,5-b]pyridin-3-yl)pyrrolidine-1-carboxylate COC=1C=C2C(=NC1)N(C(N2)=O)[C@@H]2CN(CC2)C(=O)OC(C)(C)C